ClC1=CC=C(C=C1)C1=N[C@H](C=2N(C3=C1C(=C(S3)C)C)C(=NN2)C)CC(=O)N[C@@H](CCCCN)C(=O)OCCCC butyl (2-((S)-4-(4-chlorophenyl)-2,3,9-trimethyl-6H-thieno[3,2-f][1,2,4]triazolo[4,3-a][1,4]diazepin-6-yl)acetyl)lysinate